NC1=NC=2C=NC(=CC2C2=C1COC2)C(=O)N([C@@H]2COC1=C2C=CC(=C1)C(F)(F)F)C 4-amino-N-methyl-N-((3S)-6-(trifluoromethyl)-2,3-dihydro-1-benzofuran-3-yl)-1,3-dihydrofuro[3,4-c][1,7]naphthyridine-8-carboxamide